C1(=CC(=CC=C1)COC1=C(C2=CC=CC=C2C=C1)C1=C(C=CC2=CC=CC=C12)OCCO)C1=CC(=CC=C1)COC1=C(C2=CC=CC=C2C=C1)C1=C(C=CC2=CC=CC=C12)OCCO 2,2'-[[1,1'-biphenyl]-3,3'-diylbis(methyleneoxy[1,1'-binaphthalene]-2',2-diyloxy)]-di(ethan-1-ol)